FC1=CC=C2C=C(NC(C2=C1)=O)CCCN1CCN(CC1)C1=CC(=CC=C1)[N+](=O)[O-] 7-fluoro-3-(3-(4-(3-nitrophenyl)piperazin-1-yl)propyl)isoquinolin-1(2H)-one